3-oxo-octanyl acetate C(C)(=O)OCCC(CCCCC)=O